C(C)N1C(C2=C(C(=C1)F)N(C=C2NC2=CC(=NC=C2C(=O)NC([2H])([2H])[2H])NC2=NC=C(C=C2)F)C)=O 4-((5-Ethyl-7-fluoro-1-methyl-4-oxo-4,5-dihydro-1H-pyrrolo[3,2-c]pyridin-3-yl)amino)-6-((5-fluoropyridin-2-yl)amino)-N-(methyl-d3)nicotinamide